methyl 3-bromo-4-methoxy-benzoate BrC=1C=C(C(=O)OC)C=CC1OC